((1R,5S,6s)-6-((4-(2-aminopropan-2-yl)-6-(4-chloro-3-fluorophenyl)pyridin-2-yl)oxy)-3-azabicyclo[3.1.0]hexan-3-yl)(4-methyl-2-(pyrimidin-2-yl)thiazol-5-yl)methanone NC(C)(C)C1=CC(=NC(=C1)C1=CC(=C(C=C1)Cl)F)OC1[C@@H]2CN(C[C@H]12)C(=O)C1=C(N=C(S1)C1=NC=CC=N1)C